N,N-dimethylthiazole-4-carboxamide CN(C(=O)C=1N=CSC1)C